1-(2-Chloro-6-fluoro-phenyl)-piperidin-4-ylamine ClC1=C(C(=CC=C1)F)N1CCC(CC1)N